COC([C@@H](CC(=O)O)O)=O (2R)-HYDROXYBUTANEDIOIC ACID 1-METHYL ESTER